CS(=O)(=O)OC[C@H]1N(C[C@H](C1)OC1=NC=C(C=C1)OC(F)(F)F)C(=O)OCC1=CC=CC=C1 benzyl (2S,4S)-2-(((methylsulfonyl)oxy)methyl)-4-((5-(trifluoromethoxy) pyridin-2-yl)oxy)pyrrolidine-1-carboxylate